3-(2-fluorophenyl)bicyclo[1.1.1]pentane-1-carboxylate FC1=C(C=CC=C1)C12CC(C1)(C2)C(=O)[O-]